C1(=CC=CC2=NC=C3C=CC=CC3=C12)C([O-])=S phenanthridinethioate